5-(3-chlorophenoxy)-N-isopropyl-2-naphthamide ClC=1C=C(OC2=C3C=CC(=CC3=CC=C2)C(=O)NC(C)C)C=CC1